(2s,6s)-6-((4-bromophenoxy)methyl)-2-methyl-1,4-dioxan BrC1=CC=C(OC[C@@H]2COC[C@@H](O2)C)C=C1